CC1N(CCOC1)C=C methyl-vinyl-morpholine